C1(CC1)CC(=O)NC1=CC(=C(N=N1)C(=O)NC([2H])([2H])[2H])NC1=NC=CC(=C1OC)C1=NOC(=N1)COC 6-(2-Cyclopropylacetamido)-4-({3-methoxy-4-[5-(methoxymethyl)-1,2,4-oxadiazol-3-yl]pyridin-2-yl}amino)-N-(2H3)methylpyridazin-3-carboxamid